C1(CC1)C=1C=C(C=C(C1)C)C1CCC2(CN(C2)C(=O)C2CC(C2)(C)O)CC1 (7-(3-Cyclopropyl-5-methylphenyl)-2-azaspiro[3.5]nonan-2-yl)((1s,3s)-3-hydroxy-3-methylcyclobutyl)methanon